HYDROXY-BUTYRIC ACID OC(C(=O)O)CC